FC=1C=C2[C@@H]3CCCN3C=3C=CN4N=CC(NC(CCOC2=CC1)=O)=C4N3 (6S)-9-fluoro-13-oxa-2,17,20,21,24-pentaazapentacyclo[16.5.2.02,6.07,12.021,25]pentacosane-1(24),7,9,11,18(25),19,22-heptaene-16-one